C(=O)(OC(C)(C)C)N1CCC=CC1 N-Boc-3,6-dihydropyridine